tertiary hexyltris(dimethylamino)tin C(C)(C)(CCC)[Sn](N(C)C)(N(C)C)N(C)C